2,6-bis(1,1-dimethylethyl)-4-(phenylmethylene)-2,5-cyclohexadien-1-one CC(C)(C)C=1C(C(=CC(C1)=CC1=CC=CC=C1)C(C)(C)C)=O